N1=C(C=C2N1CCNC2)C(=O)OCC ethyl 4,5,6,7-tetrahydropyrazolo[1,5-a]pyrazine-2-carboxylate